ethyl 3-oxo-3-(2-(2-((1-phenylpyrrolidin-3-yl)amino)pyrimidine-5-carbonyl)hydrazineyl)propanoate O=C(CC(=O)OCC)NNC(=O)C=1C=NC(=NC1)NC1CN(CC1)C1=CC=CC=C1